(2S,4S,6S)-2-methyl-6-(1-methyltriazol-4-yl)-1-(2,2,2-trifluoroacetyl)-2'-(trifluoromethyl)spiro[piperidine-4,7'-thieno[2,3-c]pyran]-4'-one C[C@@H]1N([C@@H](C[C@@]2(OCC(C3=C2SC(=C3)C(F)(F)F)=O)C1)C=1N=NN(C1)C)C(C(F)(F)F)=O